2-[4-(trifluoromethyl)phenyl]pyridine-3-carboxylic acid FC(C1=CC=C(C=C1)C1=NC=CC=C1C(=O)O)(F)F